O=C1N(C(C2=CC=CC=C12)=O)C(C)C1=NC(=NN1C1=NC=CC=N1)N(C(OC(C)(C)C)=O)C tert-butyl N-[5-[1-(1,3-dioxoisoindolin-2-yl)ethyl]-1-pyrimidin-2-yl-1,2,4-triazol-3-yl]-N-methyl-carbamate